1-tridecanoyl-2-(6Z,9Z,12Z,15Z-octadecatetraenoyl)-glycero-3-phosphoserine CCCCCCCCCCCCC(=O)OC[C@H](COP(=O)(O)OC[C@@H](C(=O)O)N)OC(=O)CCCC/C=C\C/C=C\C/C=C\C/C=C\CC